C=CC(O)(C)CCC=C(C)C LINALOOL